(+/-)-trans-methyl 3-((2-bromo-6-morpholinopyrimidin-4-yl)amino)bicyclo[2.2.2]octane-2-carboxylate BrC1=NC(=CC(=N1)NC1C(C2CCC1CC2)C(=O)OC)N2CCOCC2